(R)-3-((1-allylpyrrolidin-2-yl)methyl)-7-fluoro-5-methoxy-1H-indole C(C=C)N1[C@H](CCC1)CC1=CNC2=C(C=C(C=C12)OC)F